Cl.FC1=CC2=C(C(=NO2)C2CN(CCC2)C(CCC(=O)C2C(N3C4=C(C=CC=C4C2)CC3)=O)C)C=C1 5-(4-(3-(6-fluorobenzoisoxazolyl)-1-piperidinyl)pentanoyl)-5,6-dihydro-1H-pyrrolo[3,2,1-ij]quinolin-4(2H)-one hydrochloride